FC(CN1C(=NC2=C1C=CC(=C2C=2C=C(C(=NC2)C(=O)N2CCOCC2)F)C)C(F)(F)F)F (5-(1-(2,2-difluoroethyl)-5-methyl-2-(trifluoromethyl)-1H-benzimidazol-4-yl)-3-fluoropyridin-2-yl)(morpholin-4-yl)methanone